2-Azido-2-Deoxy-d-Mannose N(=[N+]=[N-])[C@H](C=O)[C@@H](O)[C@H](O)[C@H](O)CO